lithium lauroyl sarcosinate N(C)CC(=O)OC(CCCCCCCCCCC)=O.[Li]